BrC1=CC2=C(N(C3=C(O2)C=C(C(=C3)C)Br)CCCCBr)N=C1 3,7-dibromo-10-(4-bromobutyl)-8-methyl-10H-benzo[b]pyrido[2,3-e][1,4]oxazine